4-[(4-chloro-3-nitro-phenyl)methyl]morpholine 3-fluorobenzyl(1-methyl-4-(6-methyl-5-(methylsulfonamido)pyridin-2-yl)-1H-1,2,3-triazol-5-yl)carbamate FC=1C=C(CN(C(O)=O)C2=C(N=NN2C)C2=NC(=C(C=C2)NS(=O)(=O)C)C)C=CC1.ClC1=C(C=C(C=C1)CN1CCOCC1)[N+](=O)[O-]